C1(=CC(=CC=C1)C)C.[Br] bromine m-xylene